(+-)-ethyl tetrahydro-2-furancarboxylate O1[C@H](CCC1)C(=O)OCC |r|